CN(C1CCN(CC1)C=1C=CC(=NC1)NC(=S)N)C 5-[4-(dimethylamino)piperidin-1-yl]pyridin-2-ylthiourea